(S)-3-(4-((3-(ethoxycarbonyl)-2-nitrobenzyl)amino)phenyl)piperidine-1-carboxylic acid tert-butyl ester C(C)(C)(C)OC(=O)N1C[C@@H](CCC1)C1=CC=C(C=C1)NCC1=C(C(=CC=C1)C(=O)OCC)[N+](=O)[O-]